4-(4-(4-oxo-3,4-dihydro-quinazolin-2-yl)-1H-pyrazol-1-yl)piperidine-1-carboxylic acid tert-butyl ester C(C)(C)(C)OC(=O)N1CCC(CC1)N1N=CC(=C1)C1=NC2=CC=CC=C2C(N1)=O